N1(N=NN=C1)CC=1N=NN(C1)CC(=O)C1=CC=CC=C1 2-(4-((1H-tetrazol-1-yl)methyl)-1H-1,2,3-triazol-1-yl)-1-phenylethan-1-one